2,4-dichloro-5-aminophenyl-4-difluoromethyl-1,2,4-triazole-5(1H)-one ClC1=C(C=C(C(=C1)Cl)N)N1N=CN(C1=O)C(F)F